C(C)N(C(C1=C(C=CC(=C1)F)OC1=C(N=CN=N1)N1CC2(CN(C2)C(CCN(C)CCCO)C(C)C)CC1)=O)C(C)C N-ethyl-5-fluoro-2-((5-(2-(1-((3-hydroxypropyl)(methyl)amino)-4-methylpent-3-yl)-2,6-diazaspiro[3.4]oct-6-yl)-1,2,4-triazin-6-yl)oxy)-N-isopropylbenzamide